NC1=C(C(=NC=N1)C=1C(=C(C=C(C1)F)NC(C1=C(C=C(C=C1)C1CC1)F)=O)C)OCCNC(\C(=C\COC)\C)=O (E)-N-(3-(6-amino-5-(2-(4-methoxy-N-methylbut-2-enoylamino)ethoxy)pyrimidin-4-yl)-5-fluoro-2-methylphenyl)-4-cyclopropyl-2-fluorobenzamide